CN1CCN(CC1)CC1=CC=C(C(=O)O)C=C1 4-(4-methylpiperazin-1-yl)methylbenzoic acid